methyl (2S)-5-amino-6-[[(3R,6S)-6-[[(tert-butyldimethylsilyl)oxy]methyl]oxan-3-yl]amino]-2-methyl-1,2,3,4-tetrahydroquinoline-1-carboxylate NC1=C2CC[C@@H](N(C2=CC=C1N[C@H]1CO[C@@H](CC1)CO[Si](C)(C)C(C)(C)C)C(=O)OC)C